C[C@H]1CN(CC=2C=CC(=NC12)N1CCNCC1)C=1C=2N(C(=CC1)C#N)N=CC2 (S)-4-(8-methyl-2-(piperazin-1-yl)-7,8-dihydro-1,6-naphthyridin-6(5H)-yl)pyrazolo[1,5-a]pyridine-7-carbonitrile